BrC1=CC=C(S1)CCN1C=NN(C1=O)C\C(\CNC(OC(C)(C)C)=O)=C\F tert-butyl (E)-(2-((4-(2-(5-bromothiophen-2-yl)ethyl)-5-oxo-4,5-dihydro-1H-1,2,4-triazol-1-yl)methyl)-3-fluoroallyl)carbamate